N-(2-chloro-4-(trifluoromethyl)phenyl)-2-(2,5-diethyl-6-(4-(5-hydroxy-6-methylpyrimidine-4-carbonyl)piperazine-1-yl)-7-oxo-[1,2,4]triazolo[1,5-a]pyrimidin-4(7H)-yl)acetamide ClC1=C(C=CC(=C1)C(F)(F)F)NC(CN1C=2N(C(C(=C1CC)N1CCN(CC1)C(=O)C1=NC=NC(=C1O)C)=O)N=C(N2)CC)=O